(S)-4-(3-Cyano-benzyl)-pyrrolidine C(#N)C=1C=C(C[C@H]2CCNC2)C=CC1